FC(C1=NC(=NO1)C1=CC=C(C=C1)CN1C(CCCC1)=O)(F)F 1-[[4-[5-(Trifluoromethyl)-1,2,4-oxadiazol-3-yl]phenyl]methyl]piperidin-2-on